NC1=CC=C(C=C1)C(=O)C1CCN(CC1)C1=CC=C(C=C1)N 4-(4-aminophenylcarbonyl)-1-(4-aminophenyl)piperidine